4-fluorothieno[2,3-C]pyridine-2-carboxylic acid FC1=C2C(=CN=C1)SC(=C2)C(=O)O